C1(CCCC1)N1C(CN(C=2C(N[C@](NC12)(N)NC1=C(C=C2CCCN(C2=C1)C(CN1CCOCC1)=O)OC)=O)C)CC (R)-8-cyclopentyl-7-ethyl-2-{[6-methoxy-1-(2-morpholinoacetyl)-1,2,3,4-tetrahydroquinolin-7-yl]amino}-5-methyl-7,8-dihydropterin